FCCCN1C[C@H](CC1)OC1=CC=C(C=C1)C1=C(CCCC2=C1C=CC(=C2)O)C=2CCN(CC2)C(=O)OC(C)(C)C tert-butyl 4-[5-[4-[(3S)-1-(3-fluoropropyl)-pyrrolidin-3-yl]oxyphenyl]-2-hydroxy-8,9-dihydro-7H-benzo[7]annulen-6-yl]-3,6-dihydro-2H-pyridine-1-carboxylate